2-hydrazineyl-5-(1-methyl-1H-1,2,3-triazol-4-yl)pyridine N(N)C1=NC=C(C=C1)C=1N=NN(C1)C